(R)-3-(3-(3-(2H-pyrazolo[3,4-c]pyridin-5-yl)phenyl)isoxazol-5-yl)-3-hydroxy-1-methylpyrrolidin-2-one N=1NC=C2C1C=NC(=C2)C=2C=C(C=CC2)C2=NOC(=C2)[C@]2(C(N(CC2)C)=O)O